diorcinol CC1C=C(O)C=C(OC2C=C(C)C=C(O)C=2)C=1